1-{3-fluoro-4-[4-({[2-fluoro-5-(trifluoromethoxy)phenyl]methyl}carbamoyl)-1H-1,2,3-triazol-1-yl]butyl}-N-[(3-fluoropyridin-2-yl)methyl]-1H-1,2,3-triazole-4-carboxamide FC(CCN1N=NC(=C1)C(=O)NCC1=NC=CC=C1F)CN1N=NC(=C1)C(NCC1=C(C=CC(=C1)OC(F)(F)F)F)=O